(S)-N-methyl-N-(2-((4aS,5aR)-5a-methyl-1,4,4a,5,5a,6-hexahydrocyclopropa[f]indazol-3-yl)-1H-benzo[d]imidazol-5-yl)-2-morpholinopropanamide CN(C([C@H](C)N1CCOCC1)=O)C1=CC2=C(NC(=N2)C2=NNC=3C[C@@]4([C@H](CC23)C4)C)C=C1